1-(2-((3-bromo-1-methyl-1H-pyrazol-4-yl)methyl)imidazo[1,2-a]pyridin-6-yl)pyrrolidine BrC1=NN(C=C1CC=1N=C2N(C=C(C=C2)N2CCCC2)C1)C